C1(CC1)C1=C(C(=NO1)C=1C(=NC=CC1)C(F)(F)F)C1=CC2(C1)CCN(CC2)C=2C=C1C(=CC=NC1=CC2)C(F)(F)F 6-(2-(5-Cyclopropyl-3-(2-(trifluoromethyl)pyridin-3-yl)isoxazol-4-yl)-7-azaspiro[3.5]non-1-en-7-yl)-4-(trifluoromethyl)chinolin